4-(4-cyanophenyl)piperazine dihydrochloride Cl.Cl.C(#N)C1=CC=C(C=C1)N1CCNCC1